1-(2-aminobenzo[d]thiazol-5-yl)-3-(4-chlorophenyl)-1-[2-(4-morpholinyl)ethyl]urea NC=1SC2=C(N1)C=C(C=C2)N(C(=O)NC2=CC=C(C=C2)Cl)CCN2CCOCC2